1-benzyl-N-(1,7-dimethyl-2-oxo-2,3,4,5-tetrahydro-1H-imidazo[1,5-a][1,3]diazepin-3-yl)-1H-1,2,4-triazole-3-carboxamide C(C1=CC=CC=C1)N1N=C(N=C1)C(=O)NC1C(N(C=2N(CC1)C(=NC2)C)C)=O